(2S,3R,5R)-3-(((3,4-dihydroxybenzoyl)oxy)methyl)-3-methyl-7-oxo-4-thia-1-azabicyclo[3.2.0]heptane-2-carboxylic acid 4,4-dioxide OC=1C=C(C(=O)OC[C@]2([C@@H](N3C(C[C@H]3S2(=O)=O)=O)C(=O)O)C)C=CC1O